BrC1=CC=C(C=C1)P(C)(C)=O 4-bromophenyl-dimethylphosphine oxide